CC=1CC2=CC=CC=C2CC1C\C=C(\CC\C=C(\CC\C=C(\CC\C=C(\CC\C=C(\CC\C=C(\CC\C=C(\CC\C=C(\CCC=C(C)C)/C)/C)/C)/C)/C)/C)/C)/C 2-methyl-3-[(2E,6E,10E,14E,18E,22E,26E,30E)-3,7,11,15,19,23,27,31,35-nonamethylhexatriaconta-2,6,10,14,18,22,26,30,34-nonaen-1-yl]-1,4-dihydronaphthalene